1-benzyl-4-((1-ethynyl-4-fluorocyclohexyl)oxy)benzene C(C1=CC=CC=C1)C1=CC=C(C=C1)OC1(CCC(CC1)F)C#C